2',6'-dimethoxy-[1,1'-biphenyl] COC1=C(C(=CC=C1)OC)C1=CC=CC=C1